COC1=CC=C(C2=C1NC(=N2)NC(=O)C2=CN=C(O2)C)C2CCOCC2 2-Methyl-oxazole-5-carboxylic acid [7-methoxy-4-(tetrahydro-pyran-4-yl)-1H-benzoimidazol-2-yl]-amide